CC1=C(OC2=C(C=C(C=C2C1=O)C)[C@@H](C)NC=1C(=NC(=CC1)C)C(=O)N)C1=CC=CC=C1 3-[[(1R)-1-(3,6-dimethyl-4-oxo-2-phenyl-chromen-8-yl)ethyl]amino]-6-methyl-pyridine-2-carboxamide